2-(2-(3-phenoxyphenyl)-1,2,3,4-tetrahydroisoquinolin-6-yl)cyclopropanecarboxylic acid O(C1=CC=CC=C1)C=1C=C(C=CC1)N1CC2=CC=C(C=C2CC1)C1C(C1)C(=O)O